tert-Butyl (37,41-dioxo-41-((4-(1,2,4,5-tetrazin-3-yl)benzyl)amino)-3,6,9,12,15,18,21,24,27,30,33-undecaoxa-36-azahentetracontyl)carbamate O=C(NCCOCCOCCOCCOCCOCCOCCOCCOCCOCCOCCOCCNC(OC(C)(C)C)=O)CCCC(NCC1=CC=C(C=C1)C=1N=NC=NN1)=O